3-(1-((tert-butyldiphenylsilyl)oxy)-2-methylpropan-2-yl)-2,3,4,5-tetrahydro-1H-benzo[d]azepin-7-amine [Si](C1=CC=CC=C1)(C1=CC=CC=C1)(C(C)(C)C)OCC(C)(C)N1CCC2=C(CC1)C=C(C=C2)N